FC1=C(CNC2=C(C=C(C=C2)C2=CC=C(NO)C=C2)C)C=CC=C1 N-(2-fluorobenzyl)-N'-hydroxy-3-methylbenzidine